(3R)-1-({2-fluoro-2'-hydroxy-[1,1'-biphenyl]-3-yl}methyl)-3-methyl-7-oxo-9-oxa-2,6-diazaspiro[4.5]decane-2-carboxylic acid phenylmethyl ester C1(=CC=CC=C1)COC(=O)N1C(C2(C[C@H]1C)NC(COC2)=O)CC=2C(=C(C=CC2)C2=C(C=CC=C2)O)F